ammonium-trifluoroacetate salt FC(C(=O)[O-])(F)F.[NH4+]